3,7-Dimethylnon-6-en-1-yl 4-nitrobenzoate [N+](=O)([O-])C1=CC=C(C(=O)OCCC(CCC=C(CC)C)C)C=C1